FC1=C(C=C(C=C1)NC1=NC=CC(=N1)C=1C=C2C(CNC(C2=CC1)=O)(C)C)CS(=O)(=O)C 6-(2-((4-fluoro-3-((methylsulfonyl)methyl)phenyl)amino)pyrimidin-4-yl)-4,4-dimethyl-3,4-dihydroisoquinolin-1(2H)-one